[(2S,6S)-6-(1-cyclopropylpyrazol-4-yl)-4-[4-(2,4-difluorophenyl)-6,7-dimethyl-pteridin-2-yl]morpholin-2-yl]methanol C1(CC1)N1N=CC(=C1)[C@@H]1O[C@@H](CN(C1)C1=NC2=NC(=C(N=C2C(=N1)C1=C(C=C(C=C1)F)F)C)C)CO